C(CCC(=O)O)(=O)O.C(CCC(=O)O)(=O)O.ClC=1C=CC(=C(CN2CCNCC2)C1)OCC 1-(5-chloro-2-ethoxybenzyl)piperazine disuccinate